ortho-chlorobenzylalcohol ClC1=C(CO)C=CC=C1